6-[(3-chloropyrazol-1-yl)methyl]-2-(3,4-dichlorophenyl)-1-(2-methoxyethyl)-4-oxo-pyridine-3-carboxylic acid ClC1=NN(C=C1)CC1=CC(C(=C(N1CCOC)C1=CC(=C(C=C1)Cl)Cl)C(=O)O)=O